C(CCCCCCCCC)N1C=C(C2=CC=CC=C12)C1=NOC(=N1)[C@H]1N(CCC1)C(=O)OC(C)(C)C Tert-butyl (S)-2-(3-(1-decyl-1H-indol-3-yl)-1,2,4-oxadiazol-5-yl)pyrrolidine-1-carboxylate